C1=CC2=NNN=C2C(=C1F)F difluorobenzotriazole